C([C@@H]1[C@H]([C@H](C(O1)O)OP(=O)([O-])[O-])O)OP(=O)([O-])[O-] The molecule is an organophosphate oxoanion obtained by deprotonation of the phosphate OH groups of D-ribofuranose-2,5-bisphosphate; major species at pH 7.3. It is a conjugate base of a D-ribofuranose-2,5-bisphosphate.